[Br-].NN Hydrazin Monobromide